(isophthaloyl)dithiourea C(C1=CC(C(=O)NC(=S)N)=CC=C1)(=O)NC(=S)N